[GeH-]=O.[Si+4].[GeH-]=O.[GeH-]=O.[GeH-]=O Silicon GermanideOn